(4-(oxetan-3-yloxy)phenyl)propan-1-ol O1CC(C1)OC1=CC=C(C=C1)C(CC)O